C(CCCCCCCCCCC)N.P(=O)(O)(O)O.N1N=NC2=C1C=CC=C2 benzotriazol phosphate laurylamine salt